CNCC [Methyl]ethylamine